2,2-dimethoxy-1-(2-ethoxycarbonyl)ethyl-1-aza-2-silacyclopentane COC(C(C(=O)OCC)N1[SiH2]CCC1)OC